amino-3'-chloro-6-fluoro-5'-nitro-[1,1'-biphenyl] NC1=C(C(=CC=C1)F)C1=CC(=CC(=C1)[N+](=O)[O-])Cl